7-chloro-3-methoxy-1-methyl-2-(4-(3-(piperidin-1-yl)propoxy)phenyl)quinolin-4(1H)-one ClC1=CC=C2C(C(=C(N(C2=C1)C)C1=CC=C(C=C1)OCCCN1CCCCC1)OC)=O